(2-Fluoro-6-methoxyphenyl)hydrazine FC1=C(C(=CC=C1)OC)NN